(3S)-3-(4-aminoimidazo[4,5-c]quinolin-1-yl)-2-methyl-pentan-2-ol NC1=NC=2C=CC=CC2C2=C1N=CN2[C@H](C(C)(O)C)CC